O=C1N(C2=CC=CC(=C2C=C1)C(F)(F)F)CC(=O)N 2-(2-oxo-5-(trifluoromethyl)quinolin-1(2H)-yl)acetamide